C(C)OCOC=1C=C(C2=C(C(=CC=C2C1)F)F)B1OC(C(O1)(C)C)(C)C 2-(3-(ethoxymethoxy)-7,8-difluoronaphthalen-1-yl)-4,4,5,5-tetramethyl-1,3,2-dioxaborolane